FC1=CC(=C(C=C1F)[C@H]1[C@@H](O[C@]([C@H]1C)(C(F)(F)F)C)O)OC([2H])([2H])[2H] (2R,3S,4S,5R)-3-[4,5-difluoro-2-(2H3)methoxyphenyl]-4,5-dimethyl-5-(trifluoromethyl)oxolane-2-ol